FC(C=1C(=C(C=CC1)[C@@H](C)NC=1C2=C(N=C(N1)C)N1C(C(=C2)C2(CCN(CC2)C(C)=O)O)=NN=C1)F)F (R)-1-(4-(4-((1-(3-(difluoromethyl)-2-fluorophenyl)ethyl)amino)-2-methyl-[1,2,4]triazolo[4',3':1,6]pyrido[2,3-d]pyrimidin-6-yl)-4-hydroxypiperidin-1-yl)ethan-1-one